4-cyclopentyl-2-[2-(dimethylamino)ethoxy]aniline Methyl-(E)-3-(4-((2-(5-fluoro-2-methylbenzoyl)-6-hydroxybenzo[b]thiophen-3-yl)oxy)phenyl)acrylate COC(\C=C\C1=CC=C(C=C1)OC=1C2=C(SC1C(C1=C(C=CC(=C1)F)C)=O)C=C(C=C2)O)=O.C2(CCCC2)C2=CC(=C(N)C=C2)OCCN(C)C